NCC1=NC=CC(=C1OC)NS(=O)(=O)C1CC1 N-[2-(aminomethyl)-3-methoxypyridin-4-yl]cyclopropanesulfonamide